O=C1C(=CN=CN1CC(=O)N[C@@H](C)C1=CC=CC=C1)CCC 2-(6-oxo-5-propylpyrimidin-1-yl)-N-[(1S)-1-phenylethyl]acetamide